FC=1C(NC(N(C1)C1=CC=2O[P@](OCC2O1)(=O)OCC1=C(C=CC=C1)F)=O)=O 5-Fluoro-1-((2R,4aR,6R,7aS)-2-((2-fluorobenzyl)oxy)-2-oxo-4H-furo[3,2-d][1,3,2]dioxaphosphorin-6-yl)pyrimidine-2,4(1H,3H)-dione